C(#C)C1C(CC(O1)O)OCOC 5-ethynyl-4-(methoxymethoxy)tetrahydrofuran-2-ol